COC1=C(C#N)C=C(C(=C1)CC(C)NCC1=C(C=CC=C1)OC)OC 2,5-dimethoxy-4-(2-((2-methoxybenzyl)amino)propyl)benzonitrile